4-(iodomethyl)-5-methyl-1,3-dioxol-2-one ICC=1OC(OC1C)=O